The molecule is an alkyl sulfate that is the sulfuric ester of octan-1-ol. It has a role as a Daphnia pulex metabolite and a kairomone. It derives from an octan-1-ol. It is a conjugate acid of a n-octyl sulfate. CCCCCCCCOS(=O)(=O)O